CC=1OC2=C(C1C(=O)NC1C(NCC1)=O)C=C(C=C2)OCC2=C(N=CS2)C 2-methyl-5-((4-methylthiazol-5-yl)methoxy)-N-(2-oxopyrrolidin-3-yl)benzofuran-3-carboxamide